2-propyl-2-adamantyl-(methacrylic acid) C(CC)C1(C2CC3CC(CC1C3)C2)C=C(C(=O)O)C